1-(7-Aminoindol-1-yl)propan-1-one Methyl-3-isopropyl-4-(1-isopropyl-1H-pyrazol-3-yl)-1H-pyrrole-2-carboxylate COC(=O)C=1NC=C(C1C(C)C)C1=NN(C=C1)C(C)C.NC=1C=CC=C2C=CN(C12)C(CC)=O